tert-butyl N-[rac-(1S,2S,4R)-7-[(4-bromo-3-chloro-phenyl)methyl]-7-azabicyclo[2.2.1]heptan-2-yl]carbamate BrC1=C(C=C(C=C1)CN1[C@@H]2[C@H](C[C@H]1CC2)NC(OC(C)(C)C)=O)Cl |r|